FC1(CN(CC[C@@H]1N1CCN(CC1)C1=C(C=C(NC2C(NC(CC2)=O)=O)C=C1)F)C(C1=C(C=C(C=C1)C1=CN(C(C(=C1C)C)=O)C)OC(F)(F)F)=O)F 3-[4-[4-[(4S)-3,3-difluoro-1-[2-(trifluoromethoxy)-4-(1,4,5-trimethyl-6-oxo-3-pyridyl)benzoyl]-4-piperidyl]piperazin-1-yl]-3-fluoro-anilino]piperidine-2,6-dione